OCC(=O)C1=CC=C(C=C1)O 2-hydroxy-1-(4-hydroxyphenyl)ethanone